2-methyl-2-pentenedioic acid CC(C(=O)O)=CCC(=O)O